1-Butyl-3-propylpyrrolidinium fluorid [F-].C(CCC)[NH+]1CC(CC1)CCC